C1(CC1)O[C@@H]1[C@@H](CN(CC1)C1=NC=CC(=N1)N)F 2-((3R,4S)-4-cyclopropoxy-3-fluoropiperidin-1-yl)pyrimidin-4-amine